BrC1=C(C=CC=C1F)[C@H](N[S@](=O)C(C)(C)C)C1=C(SC(=C1)Cl)CO (R)-N-((R)-(2-bromo-3-fluorophenyl)(5-chloro-2-(hydroxymethyl)thiophen-3-yl)methyl)-2-methylpropane-2-sulfinamide